1-cyanoethyl-2-methylimidazole trimellitic acid salt C(C=1C(C(=O)O)=CC(C(=O)O)=CC1)(=O)O.C(#N)C(C)C=1N=C(NC1)C